3,5-dihydroxy-4-iodostyrene OC=1C=C(C=C)C=C(C1I)O